1-(3-(((4,4-bis(octyloxy)butanoyl)oxy)methyl)-5-(((4-(((2-(pyrrolidin-1-yl)ethyl)carbamoyl)oxy)decanoyl)oxy)methyl)benzyl) 7-(2-hexyldecyl) heptanedioate C(CCCCCC(=O)OCC(CCCCCCCC)CCCCCC)(=O)OCC1=CC(=CC(=C1)COC(CCC(CCCCCC)OC(NCCN1CCCC1)=O)=O)COC(CCC(OCCCCCCCC)OCCCCCCCC)=O